C(C)C=1C(=CC=C2C=C(C=C(C12)C1=C(C=2N=C(N=C(C2C(=N1)OC)N1C[C@@](CCC1)(O)C)S(=O)(=O)C)F)OCOC)F (R)-1-(7-(8-ethyl-7-fluoro-3-(methoxymethoxy)naphthalen-1-yl)-8-fluoro-5-methoxy-2-(methylsulfonyl)pyrido[4,3-d]pyrimidin-4-yl)-3-methylpiperidin-3-ol